ClC1=C(C=C(C=C1)F)C1=NN(C=C1C)C1CC2(CN(C2)C(=O)C2=C(C=CC(=C2)O)F)C1 (6-(3-(2-chloro-5-fluorophenyl)-4-methyl-1H-pyrazol-1-yl)-2-azaspiro{3.3}heptan-2-yl)(2-fluoro-5-hydroxyphenyl)methanone